N[C@@H](C(=O)O)CC1=CC2=CC=CC=C2C=C1 (2R)-2-amino-3-(naphthalen-2-yl)propionic acid